COC1=NC=C(C=N1)C=1C=CC=C2C=C(N(C(C12)=O)C1=CC=CC=C1)[C@H](C)NC=1C2=C(N=CN1)NC=CC2=O (S)-4-((1-(8-(2-methoxypyrimidin-5-yl)-1-oxo-2-phenyl-1,2-dihydroisoquinolin-3-yl)ethyl)amino)pyrido[2,3-d]pyrimidin-5(8H)-one